N1=CN=CC2=C1C(NC=C2)=O Pyrido[3,4-d]Pyrimidin-8(7H)-one